3-chloro-4-((7-(2,3-dihydrobenzo[b][1,4]dioxin-6-yl)benzo[d]isothiazol-3-yl)amino)benzaldehyde ClC=1C=C(C=O)C=CC1NC1=NSC2=C1C=CC=C2C2=CC1=C(OCCO1)C=C2